N-[3-[5-bromo-1-(2,6-dichlorobenzoyl)pyrrolo[2,3-b]pyridine-3-carbonyl]-2,4-difluoro-phenyl]cyclopentanesulfonamide BrC=1C=C2C(=NC1)N(C=C2C(=O)C=2C(=C(C=CC2F)NS(=O)(=O)C2CCCC2)F)C(C2=C(C=CC=C2Cl)Cl)=O